BrC1=CC(=C(C=C1)CBr)Cl 4-bromo-1-(bromomethyl)-2-chloro-benzene